COC(=O)C=1C=CC2=C(N(C(=N2)CCl)CC2OCC2)C1 2-(chloromethyl)-1-(oxetan-2-ylmethyl)-1H-benzo[d]imidazole-6-carboxylic acid methyl ester